(3S,7aR,11aR)-3-isopropyl-9-(2-phenylethyl)-2,3,6,7,7a,8,10,11-octahydrooxazolo[2,3-j][1,6]naphthyridin-5-one C(C)(C)[C@H]1CO[C@@]23CCN(C[C@H]3CCC(N21)=O)CCC2=CC=CC=C2